methyl 1-[5-fluoro-6-(2-methylimidazol-1-yl)pyrimidin-4-yl]piperidine-4-carboxylate FC=1C(=NC=NC1N1C(=NC=C1)C)N1CCC(CC1)C(=O)OC